Cl.NC(C(=O)N1CCN(CC1)C(=O)NC1=NC(N(C=C1)C1=CC(=C(C=C1)CN1CCC(CC1)N)C)=O)(C)C 4-(2-Amino-2-methylpropanoyl)-N-(1-(4-((4-aminopiperidin-1-yl)methyl)-3-methylphenyl)-2-oxo-1,2-dihydropyrimidin-4-yl)piperazine-1-carboxamide hydrochloride salt